2-((4-fluoro-1H-pyrazol-3-yl)methyl)-4-methyl-6-((5-methylthiazol-4-yl)methyl)-4H-thiazolo[5',4':4,5]pyrrolo[2,3-d]pyridazin-5(6H)-one FC=1C(=NNC1)CC=1SC2=C(N(C=3C(N(N=CC32)CC=3N=CSC3C)=O)C)N1